(methoxymethyl)-(4,4'-bipyridine)-3-carboxamide COCC1=NC=CC(=C1C(=O)N)C1=CC=NC=C1